FC1=C(C(=CC(=C1F)F)[N+](=O)[O-])S(=O)(=O)F 2,3,4-trifluoro-6-nitrobenzenesulfonyl fluoride